3-methyl-oxirane tert-butyl-4-(3-(3-chloro-4-(4-methylpiperazine-1-carbonyl)phenylamino)azetidin-1-yl)piperidine-1-carboxylate C(C)(C)(C)OC(=O)N1CCC(CC1)N1CC(C1)NC1=CC(=C(C=C1)C(=O)N1CCN(CC1)C)Cl.CC1CO1